ClC1=C(OC(C)C=2NCCN2)C(=CC=C1)Cl 2-(1-(2,6-dichlorophenoxy)ethyl)-4,5-dihydro-1H-imidazole